C(#N)[C@H]1N(CCN(C1)CC=1C=NC=2C(=C(C(NC2C1)=O)C(F)(F)F)C)C=1C=CC(=NC1)C(=O)NC (S)-5-(2-cyano-4-((8-methyl-6-oxo-7-(trifluoromethyl)-5,6-dihydro-1,5-naphthyridin-3-yl)methyl)piperazin-1-yl)-N-methylpicolinamide